CN(C1C[C@H]2CC[C@@H](C1)N2C(=O)OC(C)(C)C)C=2N=NC(=CC2)C2=C1C=NN(C1=C(C=C2)N2N=CC=C2)COCC[Si](C)(C)C tert-butyl (1R,5S)-3-[methyl-[6-[7-pyrazol-1-yl-1-(2-trimethylsilylethoxymethyl)indazol-4-yl]pyridazin-3-yl]amino]-8-azabicyclo[3.2.1]octane-8-carboxylate